CC1=CNC2=NC=C(C=C21)C=2C=C1COCC1=C(C2)[C@H]2NCCC2 (S)-3-methyl-5-(7-(pyrrolidin-2-yl)-1,3-dihydroisobenzofuran-5-yl)-1H-pyrrolo[2,3-b]pyridine